1-(heptadec-9-yl)15-(3-heptyl-decyl)8-oxopentadecane CCCCCCCCC(CCCCCCCC)CCCCCCCC(CCCCCCCCCC(CCCCCCC)CCCCCCC)=O